N1=CC(=CC=C1)C1=CN=C(S1)N 5-(pyridin-3-yl)thiazole-2-amine